7-chlorothieno[2,3-c]pyridine-3-sulfonyl chloride ClC=1N=CC=C2C1SC=C2S(=O)(=O)Cl